C(C1=CC=CC=C1)(=O)NC(N(CC1=CC(=CC=C1)O)C=1N=CNC1C(=O)N)=S 4-(3-benzoyl-1-(3-hydroxybenzyl)thioureido)-1H-imidazole-5-carboxamide